S(=O)(=O)(O)C1=C(C(=O)C2=CC=CC=C2)C=CC(C1)(F)F sulfo-4,4-difluorobenzophenone